5-[2-fluoro-4-[[(6-methoxy-4-methyl-2-pyridyl)amino]methyl]-6-[(4-methoxyphenyl)methoxy]phenyl]-1,1-dioxo-1,2,5-thiadiazolidin-3-one FC1=C(C(=CC(=C1)CNC1=NC(=CC(=C1)C)OC)OCC1=CC=C(C=C1)OC)N1CC(NS1(=O)=O)=O